FC(C(=O)O)(F)F.ClC1=C(C=CC(=C1)C)C=1CCCC2=C(C1C1=CC=C(C=C1)O[C@@H]1CN(CC1)CCCF)C=CC(=C2)C=2N=NNN2 (S)-5-(8-(2-chloro-4-methylphenyl)-9-(4-((1-(3-fluoropropyl)pyrrolidin-3-yl)oxy)phenyl)-6,7-dihydro-5H-benzo[7]annulen-3-yl)-2H-tetrazole 2,2,2-trifluoroacetate